tert-Butyl (R)-3-(((2S,5R)-1-(tert-butoxycarbonyl)-5-((R)-(3-fluorophenyl)-(hydroxy)methyl)pyrrolidin-2-yl)methyl)piperidine-1-carboxylate C(C)(C)(C)OC(=O)N1[C@@H](CC[C@@H]1[C@H](O)C1=CC(=CC=C1)F)C[C@@H]1CN(CCC1)C(=O)OC(C)(C)C